C(C)SC1=NC(=CC(=C1C(=O)NCCOC(C)C)C)N1CCOCC1 2-Ethylsulfanyl-N-(2-isopropoxy-ethyl)-4-methyl-6-morpholin-4-yl-pyridine-3-carboxylic acid amide